OC1=CC(=C(C2=C1C(C=C(O2)C2=CC=C(C=C2)O)=O)CN2CCN(CC2)CC2=CC=NC=C2)O 5,7-dihydroxy-2-(4-hydroxyphenyl)-8-((4-isonicotinylpiperazin-1-yl)methyl)-4H-benzopyran-4-one